ClC1(CCCC1)C(=O)C1=C(C=CC=C1)Cl (2-chlorophenyl) (1-chlorocyclopentyl) ketone